tert-Butylmethyl((5-methyl-6-((1-(naphthalen-1-yl)cyclopropyl)carbamoyl)-2,3-dihydro benzofuran-2-yl)methyl)carbamate C(C)(C)(C)OC(N(CC1OC2=C(C1)C=C(C(=C2)C(NC2(CC2)C2=CC=CC1=CC=CC=C21)=O)C)C)=O